ClC1=C(C=C2CCC(C2=C1)NC)C=1SN=C2C1N=CN(C2=O)CC2(CCN(CC2)C(CC(C)C2=CC=C(C=C2)Cl)=O)O 3-(6-chloro-1-(methylamino)-2,3-dihydro-1H-inden-5-yl)-6-((1-(3-(4-chlorophenyl)butyryl)-4-hydroxypiperidin-4-yl)methyl)isothiazolo[4,3-d]pyrimidin-7(6H)-one